C1(CC1)C1=NC=2N(C=C1OC)N=CC2C2=CC=CC(=N2)N[C@H]2CNC[C@@H]2F 6-(5-cyclopropyl-6-methoxypyrazolo[1,5-a]pyrimidin-3-yl)-N-((3S,4S)-4-fluoropyrrolidin-3-yl)pyridin-2-amine